FC1=C(C(=CC(=C1)C1=NC(=CC=C1)OC(C)C)F)N1CC(C1)CC(=O)O 2-[1-[2,6-difluoro-4-(6-isopropoxy-2-pyridinyl)phenyl]azetidin-3-yl]acetic acid